4-amino-N,1-dimethyl-N-(4-(pentafluoroethyl)benzyl)-1H-pyrazolo[4,3-c]quinoline-8-carboxamide NC1=NC=2C=CC(=CC2C2=C1C=NN2C)C(=O)N(CC2=CC=C(C=C2)C(C(F)(F)F)(F)F)C